tert-butyl (3R,4S)-4-amino-3-methylpiperidine-1-carboxylate N[C@@H]1[C@@H](CN(CC1)C(=O)OC(C)(C)C)C